COC(=O)C1=CN(C(C=C1)=O)CCN1CCOCC1 1-(2-Morpholinoethyl)-6-oxo-pyridine-3-carboxylic acid methyl ester